tert-Butyl 5-nitro-3-(oxazol-2-yl)-1H-indazole-1-carboxylate [N+](=O)([O-])C=1C=C2C(=NN(C2=CC1)C(=O)OC(C)(C)C)C=1OC=CN1